N-(6-cyanopyrazolo[1,5-a]pyrimidin-3-yl)-5-isopropoxy-2-(piperazin-1-yl)benzo[d]thiazole-6-carboxamide C(#N)C=1C=NC=2N(C1)N=CC2NC(=O)C2=CC1=C(N=C(S1)N1CCNCC1)C=C2OC(C)C